(1R)-N-[3-(2-amino-5-fluoroquinazolin-6-yl)-2,4-difluorophenyl]-6-chloro-1-hydroxy-2,3-dihydro-1H-indene-4-sulfonamide NC1=NC2=CC=C(C(=C2C=N1)F)C=1C(=C(C=CC1F)NS(=O)(=O)C=1C=2CC[C@H](C2C=C(C1)Cl)O)F